3-chloro-4-((3,5-dimethylisoxazol-4-yl)methoxy)-N-(4-(thiophen-2-yl)thiazol-2-yl)benzamide ClC=1C=C(C(=O)NC=2SC=C(N2)C=2SC=CC2)C=CC1OCC=1C(=NOC1C)C